N-(3-bromo-5-fluoro-phenyl)-7-fluoro-N-methyl-tetrazolo[1,5-a]quinazolin-5-amine BrC=1C=C(C=C(C1)F)N(C1=NC=2N(C3=CC=C(C=C13)F)N=NN2)C